Methyl 6-((4-((2-Isopropyl-4-phenylthiazol-5-yl)oxy)pyridin-2-yl)amino)picolinate C(C)(C)C=1SC(=C(N1)C1=CC=CC=C1)OC1=CC(=NC=C1)NC1=CC=CC(=N1)C(=O)OC